N-(7-chloro-1-(1-(4-(dimethylamino)but-2-enoyl)azepan-3-yl)-5-(trifluoromethoxy)-1H-benzo[d]Imidazol-2-yl)-2-methylisonicotinamide ClC1=CC(=CC2=C1N(C(=N2)NC(C2=CC(=NC=C2)C)=O)C2CN(CCCC2)C(C=CCN(C)C)=O)OC(F)(F)F